C1(CCCC1)C1=NC2=NC=NC(=C2N1)C(=O)NCC1=CC(=CC(=C1)C=1N=NN(C1)C1=CC=C(C=C1)F)F 8-Cyclopentyl-N-(3-fluoro-5-(1-(4-fluorophenyl)-1H-1,2,3-triazol-4-yl)benzyl)-7H-purine-6-Carboxamide